1-[1-(Propan-2-yl)piperidin-4-yl]-4-(6-{1H-pyrrolo[3,2-b]pyridine-2-yl}pyridine-2-yl)-1,4-diazepane CC(C)N1CCC(CC1)N1CCN(CCC1)C1=NC(=CC=C1)C1=CC2=NC=CC=C2N1